CC(C1=C(C=CC=C1)C(C)C)(C)O α,α-dimethyl-isopropylbenzyl alcohol